Tetrahydro-benzothiophene S1CCC2C1=CC=CC2